8-(2-Chlorophenyl)-9-(4-((1-(3-fluoropropyl)azetidin-3-yl)methyl)phenyl)-6,7-dihydro-5H-benzo[7]annulen ClC1=C(C=CC=C1)C=1CCCC2=C(C1C1=CC=C(C=C1)CC1CN(C1)CCCF)C=CC=C2